FC1=CC=C2C(CCOC2=C1F)=NNS(=O)(=O)C1=CC=C(C)C=C1 N'-(7,8-difluorochroman-4-ylidene)-4-toluenesulfonyl-hydrazine